2,2',2'',2'''-(3,6-bis(10-methylphenazin-5(10H)-yl)benzene-1,2,4,5-tetrayl)tetrakis(benzo[d]thiazole) CN1C2=CC=CC=C2N(C=2C=CC=CC12)C=1C(=C(C(=C(C1C=1SC2=C(N1)C=CC=C2)C=2SC1=C(N2)C=CC=C1)N1C=2C=CC=CC2N(C2=CC=CC=C12)C)C=1SC2=C(N1)C=CC=C2)C=2SC1=C(N2)C=CC=C1